FC=1C=CC(=C(C1)C(=O)N1[C@@H]2[C@@H](C[C@H](C1)C2)NC2=NC=C(C=C2)C(F)(F)F)C2=NC=CC=N2 (5-fluoro-2-(pyrimidin-2-yl)phenyl)((1S,4S,6R)-6-((5-(trifluoromethyl)pyridin-2-yl)amino)-2-azabicyclo[2.2.1]heptan-2-yl)methanone